OCC[N+](C)(C)C.C(CCCCC)(=O)[O-] hexanoate choline salt